bis[6-(N,N-dimethylamino)-hexyl]amine CN(C)CCCCCCNCCCCCCN(C)C